6-chloro-1-cyclopropyl-N-[(4-fluorophenyl)methyl]-3-methyl-1H-pyrazolo[3,4-d]pyrimidin-4-amine ClC1=NC(=C2C(=N1)N(N=C2C)C2CC2)NCC2=CC=C(C=C2)F